FC(=CC(=O)OC(C=C(F)F)=O)F 3,3-Difluoroacrylic acid anhydride